3-(1-methyl-5-nitro-1H-indol-2-yl)phenol CN1C(=CC2=CC(=CC=C12)[N+](=O)[O-])C=1C=C(C=CC1)O